C(C1=CC=CC=C1)C1N(CCC1(C1=CC(=C(C=C1)F)C)NC(CCl)=O)C(=O)O[C@@H](CNC1=NC=C(C=N1)[N+](=O)[O-])C (R)-1-((5-nitropyrimidin-2-yl)amino)propan-2-ol benzyl-3-[(2-chloroacetyl)amino]-3-(4-fluoro-3-methyl-phenyl)pyrrolidine-1-carboxylate